3-(5-(1-benzyl-5-methoxy-1H-pyrazol-3-yl)-1-oxoisoindolin-2-yl)piperidine-2,6-dione C(C1=CC=CC=C1)N1N=C(C=C1OC)C=1C=C2CN(C(C2=CC1)=O)C1C(NC(CC1)=O)=O